2-chloro-N-(cyano-2-thiophenylmethyl)acetamide ClCC(=O)NC(C=1SC=CC1)C#N